[Al](Cl)(Cl)Cl.C(CCCCC)=N hexaanimine aluminum chloride